7-chloro-1-(2,2-difluoroethyl)-1H-indole-2-carbaldehyde ClC=1C=CC=C2C=C(N(C12)CC(F)F)C=O